COC=1C=C(C=NC1)SC 5-methoxy-3-methylthiopyridine